ClC=1C=C(C=C(C1OCCCCl)Cl)C(C)(C)C1=CC=C(C=C1)CNC(CNS(=O)(=O)C)=O N-[[4-[1-[3,5-dichloro-4-(3-chloropropoxy)phenyl]-1-methyl-ethyl]phenyl]methyl]-2-(methanesulfonamido)acetamide